C(C)(C)(C)OC(CCCC(=O)O)=O Glutaric acid 1-tert-butyl ester